C(C)(C)(C)N1CCN(CC1)CC1CCC(CC1)N1N=C2C=C(C(=CC2=C1)C(NC1=CN=C2N1N=CC=C2)=O)OC tert-Butyl-4-(((1r,4r)-4-(5-(imidazo[1,2-b]pyridazin-3-ylcarbamoyl)-6-methoxy-2H-indazol-2-yl)cyclohexyl)methyl)piperazine